ClC(C(=O)OCCOCCOCCOCCOC(C(=C)Cl)=O)=C tetraethyleneglycol bis(chloroacrylate)